2,3',4-trihydroxystilbene OC1=C(C=CC(=C1)O)C=CC1=CC(=CC=C1)O